N,N-dimethyl-pyridin-4-amine CN(C1=CC=NC=C1)C